The molecule is an unsaturated fatty acyl-CoA that results from the formal condensation of the thiol group of coenzyme A with the carboxy group of (13Z,16Z,19Z,22Z)-octacosatetraenoic acid. It is an unsaturated fatty acyl-CoA, an 11,12-saturated fatty acyl-CoA and an ultra-long-chain fatty acyl-CoA. It derives from a (13Z,16Z,19Z,22Z)-octacosatetraenoic acid. It is a conjugate acid of a (13Z,16Z,19Z,22Z)-octacosatetraenoyl-CoA(4-). CCCCC/C=C\\C/C=C\\C/C=C\\C/C=C\\CCCCCCCCCCCC(=O)SCCNC(=O)CCNC(=O)[C@@H](C(C)(C)COP(=O)(O)OP(=O)(O)OC[C@@H]1[C@H]([C@H]([C@@H](O1)N2C=NC3=C(N=CN=C32)N)O)OP(=O)(O)O)O